((1S,6R)-5-((7-ethyl-6-carbonyl-5,6-dihydro-1,5-naphthyridin-3-yl)methyl)-2,5-diazabicyclo[4.2.0]octane-2-yl)-N-methylpyridine-2-carboxamide C(C)C=1C(NC=2C=C(C=NC2C1)CN1CCN([C@H]2CC[C@@H]12)C=1C(=NC=CC1)C(=O)NC)=C=O